CO[C@H]1[C@@H](O[C@@H]([C@H]1O)CO)N1C=NC=2C(OCCC#N)=NC(NC(COC3=CC=CC=C3)=O)=NC12 2'-O-methyl-2-N-(phenoxyacetyl)-6-O-(cyanoethyl)guanosine